OC=1C=C(C(C(=O)[O-])O)C=CC1O 3,4-dihydroxymandelate